2-(3-(Trifluoromethyl)quinoline-8-yl)acetic acid FC(C=1C=NC2=C(C=CC=C2C1)CC(=O)O)(F)F